C(C)(=O)C1=C(N(C(=C1Cl)CCCCC#N)C1=CC(=C(C#N)C=C1)F)C 4-(3-acetyl-4-chloro-5-(4-cyanobutyl)-2-methyl-1H-pyrrol-1-yl)-2-fluorobenzonitrile